(2R,6R)-N-(3-azabicyclo[3.3.1]nonan-9-yl)-6-methyl-4-[8-(trifluoromethyl)-5-quinolyl]morpholine-2-carboxamide C12CNCC(CCC1)C2NC(=O)[C@H]2CN(C[C@H](O2)C)C2=C1C=CC=NC1=C(C=C2)C(F)(F)F